(R)-5-(tert-butyl)-N-(7-(2-((1-methyl-1H-pyrazol-4-yl)amino)pyrimidin-4-yl)-3-(oxetan-3-yl)-2,3,4,5-tetrahydro-1H-benzo[d]azepin-1-yl)-1,3,4-oxadiazole-2-carboxamide C(C)(C)(C)C1=NN=C(O1)C(=O)N[C@H]1CN(CCC2=C1C=CC(=C2)C2=NC(=NC=C2)NC=2C=NN(C2)C)C2COC2